CC1(OC=CC(C1)=O)C 2,2-dimethyl-4H-pyran-4-one